2-amino-6-chlorobenzothiazole NC=1SC2=C(N1)C=CC(=C2)Cl